benzyl (4-((3S,6S,12aS)-6-isobutyl-9-methoxy-1,4-dioxo-1,2,3,4,6,7,12,12a-octahydropyrazino[1',2':1,6]pyrido[3,4-b]indol-3-yl)butyl)carbamate C(C(C)C)[C@@H]1N2[C@@H](CC3=C1NC=1C=C(C=CC31)OC)C(N[C@H](C2=O)CCCCNC(OCC2=CC=CC=C2)=O)=O